C1(CC1)N(CCNC(OC(C)(C)C)=O)C(C)C1=C(C(=CC=C1)C#C[Si](C)(C)C)F tert-butyl N-[2-[cyclopropyl-[1-[2-fluoro-3-(2-trimethylsilylethynyl)phenyl]ethyl]amino]ethyl]carbamate